[Si](C1=CC=CC=C1)(C1=CC=CC=C1)(C(C)(C)C)N=S(=O)(N)C=1C=NN2C1OC[C@@H](C2)O[Si](C2=CC=CC=C2)(C2=CC=CC=C2)C(C)(C)C (6R)-N'-(tert-butyldiphenylsilyl)-6-((tert-butyldiphenylsilyl)oxy)-6,7-dihydro-5H-pyrazolo[5,1-b][1,3]oxazine-3-sulfonimidamide